vinylphenylboronic acid B(C1=CC=CC=C1C=C)(O)O